CC(CCC(=O)NCCC(C)C)C 4-methyl-1-[(3-methylbutyl)amino]-1-oxopentan